OCC(C(=O)N1CCC(CC1)C=1C=C2C(=C(NC2=CC1)C=1C=C(C(N(C1)C)=O)C)C(C)C)(C)C 5-(5-(1-(3-hydroxy-2,2-dimethylpropionyl)piperidin-4-yl)-3-isopropyl-1H-indol-2-yl)-1,3-dimethylpyridin-2(1H)-one